3-ethyl 2-(3-nitropyridin-2-yl)malonate [N+](=O)([O-])C=1C(=NC=CC1)C(C(=O)[O-])C(=O)OCC